(7-((3ar,4r,6ar)-6-(((tert-butoxycarbonyl)oxy)methyl)-4-cyano-2,2-dimethyltetrahydrofurano[3,4-d][1,3]dioxol-4-yl)pyrrolo[2,1-f][1,2,4]triazin-4-yl)carbamic acid isopropyl ester C(C)(C)OC(NC1=NC=NN2C1=CC=C2[C@@]2(OC([C@H]1OC(O[C@H]12)(C)C)COC(=O)OC(C)(C)C)C#N)=O